C(#N)NC1=NC(=CC(=C1C#N)C)C 2-(cyanoamino)-4,6-dimethylpyridine-3-carbonitrile